COC(CCC(COC)COC)OC 2-dimethoxypropyl-1,3-dimethoxypropane